CO[C@H]1CN(C[C@@H]1NC(=O)NCCCCCCCCCCCCC)C=1SC(=CN1)C1=CC=C(C(=O)OC)C=C1 methyl 4-(2-((3S,4S)-3-methoxy-4-(3-tridecylureido)pyrrolidin-1-yl)thiazol-5-yl)benzoate